1-(3-bromophenyl)-3-(2,6-dichloropyridin-4-yl)urea BrC=1C=C(C=CC1)NC(=O)NC1=CC(=NC(=C1)Cl)Cl